OC=1C=C(C#N)C=C(C1)COC 3-hydroxy-5-(methoxymethyl)benzonitrile